N-[4-(3-cyanophenyl)-5-(2,6-dimethyl-4-pyridinyl)thiazol-2-yl]-1,1-dioxo-1,4-thiazine-4-carboxamide C(#N)C=1C=C(C=CC1)C=1N=C(SC1C1=CC(=NC(=C1)C)C)NC(=O)N1C=CS(C=C1)(=O)=O